2-amino-5-methyl-7-(2-C,2-O-dimethyl-β-D-ribofuranosyl)-7H-pyrrolo[2,3-d]pyrimidin-4(3H)-one NC=1NC(C2=C(N1)N(C=C2C)[C@H]2[C@](OC)([C@H](O)[C@H](O2)CO)C)=O